COC1=C(C2=CC=CC=C2C=C1)C(=O)P(C1=CC=C(C=C1)OCC)(C(=O)C1=C(C=CC2=CC=CC=C12)OC)=O bis-(2-methoxy-1-naphthoyl)-4-ethoxyphenylphosphine oxide